2-[8-morpholin-4-yl-2-[(5-piperazin-1-ylpyridin-2-yl)amino]pyrido[3,4-d]pyrimidin-6-yl]propan-2-ol N1(CCOCC1)C1=NC(=CC2=C1N=C(N=C2)NC2=NC=C(C=C2)N2CCNCC2)C(C)(C)O